NC1=NC=CC=2N1C(=NC2C2CCC1(CN(C1)C([C@H](C)O)=O)CC2)C2=CC=C(C=C2)OC2=CC=CC=C2 (S)-1-(7-(5-amino-3-(4-phenoxyphenyl)imidazo[1,5-c]pyrimidin-1-yl)-2-azaspiro[3.5]nonan-2-yl)-2-hydroxypropan-1-one